C1(=CC=CC=C1)CCCC1=NOC(=N1)[C@H]1N(CCCC1)S(=O)(=O)CC1=CC=CC=C1 3-(3-Phenylpropyl)-5-[(2S)-1-benzylsulfonylpiperidin-2-yl]-1,2,4-oxadiazole